FC1=CC=C(C=C1)N1CCN(C2=CC=CC=C12)C(=O)N[C@@H]1CN(CC1)C(=O)OC(C)(C)C tert-butyl (S)-3-(4-(4-fluorophenyl)-1,2,3,4-tetrahydroquinoxaline-1-carboxamido)pyrrolidine-1-carboxylate